NC=1C=2N(C3=CC(=CC=C3N1)C(=O)N(C1CCC3=NC(=CC=C31)C(F)(F)F)C=3C=NN(C3)C)C=CC2 4-amino-N-(1-methyl-1H-pyrazol-4-yl)-N-(2-(trifluoromethyl)-6,7-dihydro-5H-cyclopenta[b]pyridin-5-yl)pyrrolo[1,2-a]quinoxaline-8-carboxamide